ClC1=C(C=CC(=C1)C(=O)N1CCC(CC1)CN1N=NC(=C1)C1=C(NC2=CC=C(C=C12)F)C(=O)OCC(C)C)C1=C(C=CC=C1)OCCC(C)C Isobutyl 3-(1-((1-(2-chloro-2'-(isopentyloxy)-[1,1'-biphenyl]-4-carbonyl)piperidin-4-yl)methyl)-1H-1,2,3-triazol-4-yl)-5-fluoro-1H-indol-2-carboxylat